O=C1NC(CCC1N1C(N(C2=C1C=CC(=C2)C#CCCCC(=O)O)C)=O)=O 6-[1-(2,6-dioxopiperidin-3-yl)-3-methyl-2-oxo-1,3-benzodiazol-5-yl]hex-5-ynoic acid